FC1=C(C(=CC(=C1)C#N)F)C1=C(C=C(C=C1C)C)OC 2,6-difluoro-2'-methoxy-4',6'-dimethyl-[1,1'-biphenyl]-4-carbonitrile